methyl trans-4-[(3,7-dimethyl-[1,2,4]triazolo[4,3-a]pyridin-6-yl)methyl]cyclohexanecarboxylate CC1=NN=C2N1C=C(C(=C2)C)C[C@@H]2CC[C@H](CC2)C(=O)OC